N-[4-(4-dibenzofuranyl)phenyl]-1-dibenzofuranamine C1=CC=C(C=2OC3=C(C21)C=CC=C3)C3=CC=C(C=C3)NC3=CC=CC=2OC1=C(C23)C=CC=C1